BrC1=NC=CC(=C1)CC(C(=O)O)O 3-(2-bromopyridin-4-yl)-2-hydroxypropionic acid